ClC1=CC=C(C=C1)SCC(=O)N1CCN(CC1)C(=O)[C@H]1[C@@H](C1)C1=CC=CC=C1 2-((4-Chlorophenyl)thio)-1-(4-(trans-2-phenylcyclopropane-carbonyl)piperazin-1-yl)ethanone